[Br-].CO[Si](CCCOC1=C(C=C(C=C1)O)[P+](C)(C)C)(OC)OC (2-[3-(trimethoxysilyl)propoxy]-5-hydroxyphenyl)trimethylphosphonium bromide